(Z)-3-(3-(3,5-bis(trifluoromethyl)phenyl)-1H-1,2,4-triazol-1-yl)-N-((1S,4R)-3-oxo-2-azabicyclo[2.2.1]heptan-2-yl)acrylamide FC(C=1C=C(C=C(C1)C(F)(F)F)C1=NN(C=N1)\C=C/C(=O)NN1[C@H]2CC[C@@H](C1=O)C2)(F)F